N-(5-cyclopropyl-1H-pyrazol-3-yl)-2-(1-(4-methylpyridin-2-yl)-1H-pyrazol-3-yl)acetamide C1(CC1)C1=CC(=NN1)NC(CC1=NN(C=C1)C1=NC=CC(=C1)C)=O